tritylacetamide C(C1=CC=CC=C1)(C1=CC=CC=C1)(C1=CC=CC=C1)CC(=O)N